C(C)(C)(C)OC(=O)N[C@@H](C(=O)OC)CCC1=CC=CC=C1 methyl (R)-2-((t-butoxycarbonyl) amino)-4-phenylbutyrate